(2-amino-3-(3-((6-(benzyloxy)-5-fluoropyridin-3-yl)methyl)isoxazol-5-yl)pyridin-1-ium-1-yl)methyl hydrogen phosphate P(=O)(OC[N+]1=C(C(=CC=C1)C1=CC(=NO1)CC=1C=NC(=C(C1)F)OCC1=CC=CC=C1)N)(O)[O-]